mono(2-ethyl hexyl) fumarate C(\C=C\C(=O)[O-])(=O)OCC(CCCC)CC